CN1C(=C(C2=CC=CC=C12)C1=C[N+](=C2N(C1=O)C=CC=C2)CC=2C=NC=NC2)C 3-(1,2-dimethyl-1H-indol-3-yl)-4-oxo-1-(pyrimidin-5-ylmethyl)-4H-pyrido[1,2-a]pyrimidinium